N1N=NC2=C1C=CC=N2 azabenzotriazoleN